1-Ethyl-3-methylimidazole perchlorate Cl(=O)(=O)(=O)O.C(C)N1CN(C=C1)C